carbamic acid 3-chlorobenzyl ester ClC=1C=C(COC(N)=O)C=CC1